FC(C=1OC(=NN1)C=1C=NC(=C(C1)F)COC=1C=C2C=NN(C2=CC1)C)F 2-(difluoromethyl)-5-(5-fluoro-6-(((1-methyl-1H-indazol-5-yl)oxy)methyl)pyridin-3-yl)-1,3,4-oxadiazole